methyl 2-[4-[[6-[3-(2-methoxy-4-methylsulfonyl-anilino)prop-1-ynyl]-1-(2,2,2-trifluoroethyl)indol-4-yl]amino]-1-piperidyl]acetate COC1=C(NCC#CC2=CC(=C3C=CN(C3=C2)CC(F)(F)F)NC2CCN(CC2)CC(=O)OC)C=CC(=C1)S(=O)(=O)C